C(C1=CC=CC=C1)OCC1=NN(C(N1CC)=O)C1=NC(=C(C(=O)OC)C=C1F)C#C[Si](C)(C)C Methyl 6-(3-((benzyloxy)methyl)-4-ethyl-5-oxo-4,5-dihydro-1H-1,2,4-triazol-1-yl)-5-fluoro-2-((trimethylsilyl)ethynyl)nicotinate